Methyltaurat CNCCS(=O)(=O)[O-]